[3-(3,5-di-tert-butyl-4-hydroxyphenyl)propionyloxymethyl]methane phosphorus [P].C(C)(C)(C)C=1C=C(C=C(C1O)C(C)(C)C)CCC(=O)OCC